bis(2,4-dimethylpentadienyl)cobalt (II) CC(=C[Co]C=C(C=C(C)C)C)C=C(C)C